[Pd](Cl)Cl.C1(=CC=CC=C1)P([C-]1C=CC=C1)C1=CC=CC=C1.[C-]1(C=CC=C1)P(C1=CC=CC=C1)C1=CC=CC=C1.[Fe+2] 1,1'-bis(diphenylphosphino)ferrocene palladium(II) chloride